Cl.COCCOC=1C=C2CCNCC2=C(C1)N[C@H]1COCC1 (R)-6-(2-methoxyethoxy)-N-(tetrahydrofuran-3-yl)-1,2,3,4-tetrahydroisoquinolin-8-amine hydrochloride